C(CCCCC)(=O)SCCCSSSCCCSC(CCCCC)=O 3-hexanoylthio-1-propyltrisulfide